1-(((9H-Fluoren-9-yl)methoxy)carbonyl)-5-(tert-butoxycarbonyl)piperidine C1=CC=CC=2C3=CC=CC=C3C(C12)COC(=O)N1CCCC(C1)C(=O)OC(C)(C)C